CNCC1OCC(C2=C1SC=C2)C2=CC(=C(C=C2)Cl)Cl methyl-1-(4-(3,4-dichlorophenyl)-4,7-dihydro-5H-thieno[2,3-c]pyran-7-yl)-methylamine